2,6-dihydroxy-N,3'-dimethyl-4-pentyl-N-phenyl-[1,1'-biphenyl]-3-carboxamide OC1=C(C(=CC(=C1C(=O)N(C1=CC=CC=C1)C)CCCCC)O)C1=CC(=CC=C1)C